C(C)(C)C1=C(C(=CC(=C1)C)C(C)C)N(C(CNC(=O)N)C)C1=NC(N2C(C3=CC(=C(C=C3CC2)OC)OC)=C1)=O 1-(2-((2,6-diisopropyl-4-methylphenyl)(9,10-dimethoxy-4-oxo-6,7-dihydro-4H-pyrimido[6,1-a]isoquinolin-2-yl)amino)propyl)urea